(1-Methyl-2,3,4,5-tetrahydro-1H-benzo[b]azepin-5-yl)methanamine hydrochloride Cl.CN1C2=C(C(CCC1)CN)C=CC=C2